[Na+].OC1=C(C=C(C[NH-])C=C1)OC (4-hydroxy-3-methoxy-benzyl)amide mono-sodium salt